C(C)NC(=O)C1=CN(C2=NC=C(N=C21)N[C@H]2C[C@@H](N(CC2)C(=O)OC(C)(C)C)C)COCC[Si](C)(C)C |r| trans-racemic-tert-butyl 4-{[7-(ethylcarbamoyl)-5-{[2-(trimethylsilyl)eth-oxy]methyl}-5H-pyrrolo[2,3-b]pyrazin-2-yl]amino}-2-methylpiperidine-1-carboxylate